C(CCCCCCCCCCCCCCCCC)NC(CCCCCCCCC(=O)O)=O sebacic acid monostearylamide